(2R,3S,4S)-4-hydroxy-2-[(4-methoxyphenyl)methyl]pyrrolidin-3-yl oxetane-3-carboxylate O1CC(C1)C(=O)O[C@H]1[C@H](NC[C@@H]1O)CC1=CC=C(C=C1)OC